CC1=C(N=C(N1C1=NC=C(N=C1)C)C(=O)OCC)C#C[Si](C)(C)C Ethyl 5-methyl-1-(5-methylpyrazin-2-yl)-4-((trimethylsilyl) ethynyl)-1H-imidazole-2-carboxylate